C1=CC(=CC=C1C=C(C#N)C#N)C(F)(F)F 2-(4-trifluorobenzylidene)-malononitrile